5-(4-(1-methylcyclopentyloxycarbonyl)phenyl)-bicyclo[2.2.1]hept-2-ene CC1(CCCC1)OC(=O)C1=CC=C(C=C1)C1C2C=CC(C1)C2